(4-(tert-butyl)phenyl)methanamine C(C)(C)(C)C1=CC=C(C=C1)CN